2-(2-methoxy-3-pyridinyl)acetonitrile COC1=NC=CC=C1CC#N